C1=CC(=CC=C1N=C=O)Br p-bromophenyl isocyanate